tert-butyl 3-methyl-2-sulfanylbutanoate CC(C(C(=O)OC(C)(C)C)S)C